(2-(bis(3-chloro-4-fluorophenyl)methyl)-5-methyl-1-((2-(trimethylsilyl)ethoxy)methyl)-1H-imidazol-4-yl)methanamine ClC=1C=C(C=CC1F)C(C=1N(C(=C(N1)CN)C)COCC[Si](C)(C)C)C1=CC(=C(C=C1)F)Cl